N1-(4-{[6,7-bis(methyloxy)quinolin-4-yl]oxy}-3-fluorophenyl)-N2-{2-[3-(trifluoromethyl)phenyl]ethyl}glycinamide COC=1C=C2C(=CC=NC2=CC1OC)OC1=C(C=C(C=C1)NC(CNCCC1=CC(=CC=C1)C(F)(F)F)=O)F